FC(C1=CC=C(C=C1)S(=O)(=O)N1CC2(CCS(CC2)(=O)=O)C2=CC=CC=C12)F 1-((4-(difluoromethyl)phenyl)sulfonyl)-2',3',5',6'-tetrahydrospiro[indoline-3,4'-thiopyran]-1',1'-dioxide